O1CCN(CC1)C1=CC(=NN1C1=CC=C(C=C1)CN)C(F)(F)F (4-(5-morpholino-3-(trifluoromethyl)-1H-pyrazol-1-yl)phenyl)methylamine